(S)-N-(3-(N-(tert-butyl)sulfamoyl)phenyl)-4-(1,2-dihydroxypropan-2-yl)-2-(6-azaspiro[2.5]oct-6-yl)benzamide C(C)(C)(C)NS(=O)(=O)C=1C=C(C=CC1)NC(C1=C(C=C(C=C1)[C@](CO)(C)O)N1CCC2(CC2)CC1)=O